O=C(CCN1N=C2C(=CC=CC2=C1)C(=O)N)NC1CN(C1)C1=NC=C(C=N1)C(F)(F)F 2-(3-Oxo-3-((1-(5-(trifluoromethyl)pyrimidin-2-yl)azetidin-3-yl)amino)propyl)-2H-indazole-7-carboxamide